5-cyclopropyl-4-((3,5-dimethylpyridin-2-yl)amino)-2-methylbenzonitrile C1(CC1)C=1C(=CC(=C(C#N)C1)C)NC1=NC=C(C=C1C)C